6-amino-9,17-dioxo-2,10-diazatetracyclo[8.7.0.03,8.011,16]heptadecane-1,3,5,7,11(16),12,14-heptaene-14-carbonitrile NC1=CC=C2N=C3C(C=4C=C(C=CC4N3C(C2=C1)=O)C#N)=O